C(C1=CC=CC=C1)NC(N(C1=NC=C(C=C1)C=1C=NN(C1)C)[C@@H]1CC[C@H](CC1)NC1=NC=C(C(=N1)C=1C(=NOC1C)C)C#N)=O 3-benzyl-1-(trans-4-((5-cyano-4-(3,5-dimethyl-1,2-oxazol-4-yl)pyrimidin-2-yl)amino)-cyclohexyl)-1-(5-(1-methyl-1H-pyrazol-4-yl)pyridin-2-yl)urea